C1CCC12CN(CC2)C2=C(C(=O)OC)C=CC(=C2)[N+](=O)[O-] methyl 2-(6-azaspiro[3.4]oct-6-yl)-4-nitrobenzoate